6-[4-fluoro-3-(trifluoromethyl)phenyl]-1-[(4-methyl-3-pyridinyl)methyl]-3H-imidazo[4,5-b]pyridin-2-one FC1=C(C=C(C=C1)C=1C=C2C(=NC1)NC(N2CC=2C=NC=CC2C)=O)C(F)(F)F